OC(CCCCCC)CCCCCC 7-Hydroxytridecane